CC1=CC(=NC=C1C1=NC=C2C3=C(N=CC2=C1)NC=C3)C(CCC)=O 1-(4-methyl-5-(7H-pyrrolo[2,3-c][2,6]naphthyridin-3-yl)pyridin-2-yl)butan-1-one